C1(=CC=C(C=C1)N1C2=CC=CC=C2C2=CC=C3C(=C12)N(C=1C=CC=CC13)C1=NC(=NC(=N1)C1=CC=CC=C1)C1=CC=CC=C1)C1=CC=CC=C1 11-(1,1'-biphenyl-4-yl)-12-(4,6-diphenyl-1,3,5-triazine-2-yl)-11H,12H-indolo[2,3-a]carbazole